FC(CNC1=CC2=C(C(N(N=C2C(C)C)CC(=O)OCC)=O)S1)F ethyl 2-[2-(2,2-difluoroethylamino)-4-isopropyl-7-oxo-thieno[2,3-d]pyridazin-6-yl]acetate